benzyl 3-(prop-2-yn-1-ylcarbamoyl)azetidine-1-carboxylate C(C#C)NC(=O)C1CN(C1)C(=O)OCC1=CC=CC=C1